ClC=1C=C(SC1C(F)(F)F)C(=O)NC1=CN(C(C(=C1)F)=O)CC(F)F 4-chloro-N-(1-(2,2-difluoroethyl)-5-fluoro-6-oxo-1,6-dihydropyridin-3-yl)-5-(trifluoromethyl)thiophene-2-carboxamide